tert-Butyl N-(5-bromoindan-1-yl)-N-[[(2S)-5-oxopyrrolidin-2-yl]methyl]carbamate BrC=1C=C2CCC(C2=CC1)N(C(OC(C)(C)C)=O)C[C@H]1NC(CC1)=O